FC1=NC=C(C=C1[C@@H](C)OC(=O)NC1=C(N=NN1C)C1=CC=C(C=N1)NC(OC(C)(C)C)=O)F tert-butyl (R)-(6-(5-(((1-(2,5-difluoropyridin-3-yl)ethoxy) carbonyl)amino)-1-methyl-1H-1,2,3-triazol-4-yl)pyridin-3-yl)carbamate